FC=1C=C2C(=NC1)N=C(S2)N2C[C@H](N([C@H](C2)C)C(=O)OC2CC1(CN(C1)CC1=CC=CC=C1)C2)C 2-benzyl-2-azaspiro[3.3]heptan-6-yl (2R,6S)-4-{6-fluoro-[1,3]thiazolo[4,5-b]pyridin-2-yl}-2,6-dimethylpiperazine-1-carboxylate